(3-Fluoro-4-nitrophenyl)methanol FC=1C=C(C=CC1[N+](=O)[O-])CO